2-Cyclopentene-1-octanoic acid C1(C=CCC1)CCCCCCCC(=O)O